C1(CC1)C1=C(C(=NO1)C1=C(C=CC=C1)OC(F)(F)F)CO (5-cyclopropyl-3-(2-(trifluoromethoxy)phenyl)isoxazol-4-yl)methanol